BrC=1C=C(C(=C(C1)N1CC(CC1)(C)C)F)F 1-(5-bromo-2,3-difluorophenyl)-3,3-dimethylpyrrolidine